tributyl-phosphonium bisulfate S([O-])(O)(=O)=O.C(CCC)[PH+](CCCC)CCCC